CC1(OB(OC1(C)C)C=1OC(=CC1)C)C 4,4,5,5-tetramethyl-2-(5-methyl-2-furyl)-1,3,2-dioxaborolan